cetyl-oxypropyl-glyceryl-methoxypropyl-myristamide C(CCCCCCCCCCCCCCC)OCCCC(C(C(=O)N)(CCCOC)CC(O)CO)CCCCCCCCCCC